OC1C(CC12CCN(CC2)C(CN2C(CCCC2)=O)=O)C2N1C(C=3C=CC=CC23)=CN=C1 1-[2-[3-hydroxy-2-(5H-imidazo[1,5-b]isoindol-5-yl)-7-azaspiro[3.5]nonan-7-yl]-2-oxo-ethyl]piperidin-2-one